C(=C)[SiH]1O[SiH](O[SiH](O[SiH](O[SiH](O1)C=C)C=C)C=C)C=C pentavinyl-cyclopentasiloxane